CN(CC#CC1=CC(=C(OCCCC2=C(N=CS2)C(=O)O)C=C1)F)C 5-[3-[4-[3-(dimethylamino)prop-1-ynyl]-2-fluorophenoxy]propyl]-1,3-thiazole-4-carboxylic acid